[Pd].C1(CC1)C=1C=C(N=NC1C1=C(C=C(C=C1)C#C)O)NC(CNC)=O N-(5-cyclopropyl-6-(4-ethynyl-2-hydroxyphenyl)pyridazin-3-yl)-2-(methylamino)acetamide palladium